2-ethyl-4-methoxythieno[2',3':5,6]benzo[1,2-d]oxazole-7-carboxylic acid C(C)C=1OC2=C(N1)C1=C(C=C2OC)SC(=C1)C(=O)O